CC(CCCCCCCCCCCCCCCCCCCCCCCCCCCCOC(CCCCCCC\C=C/CCCCCC)=O)CC.C(=O)(C=C)N1C=CN(C=C1)C(=O)C=C N,N'-bis(acryl)pyrazine 29-methylhentriacontyl-palmitoleate